6-chloro-4-fluoro-5-iodo-1-((2-(trimethylsilyl)ethoxy)methyl)-1H-indazole ClC1=C(C(=C2C=NN(C2=C1)COCC[Si](C)(C)C)F)I